6-bromo-8-methyl-2-(4-(methylsulfonyl)phenyl)-[1,2,4]triazolo[1,5-a]pyridine BrC=1C=C(C=2N(C1)N=C(N2)C2=CC=C(C=C2)S(=O)(=O)C)C